C(C1=CC=CC=C1)OC(=O)N[C@H](C(=O)O)CNC(=O)C1CC2(CN(C2)CCC2=NC=3NCCCC3C=C2)C1 (S)-2-(((benzyloxy)carbonyl)amino)-3-(2-(2-(5,6,7,8-tetrahydro-1,8-naphthyridin-2-yl)ethyl)-2-azaspiro[3.3]heptane-6-carboxamido)propionic acid